6-chloro-4-methyl-3-nitropyridine ClC1=CC(=C(C=N1)[N+](=O)[O-])C